1-(5-methylpyridin-2-yl)piperidine-4-carboxylic acid CC=1C=CC(=NC1)N1CCC(CC1)C(=O)O